C([C@@H]1[C@H]([C@@H]([C@H]([C@H](O1)O[C@@H]2[C@H]([C@@H]([C@H](O[C@@H]2O[C@H]3[C@H]([C@H](OC([C@@H]3O)O)CO)O)CO)O)O)O)O)O)O The molecule is a trisaccharide consisting of 2 alpha-D-glucopyranose residues and a D-galactopyranose residue joined in sequence by (1->2) and (1->3) residues. It derives from an alpha-D-Glcp-(1->2)-alpha-D-Glcp.